ClC1=CC=C(C=N1)SCCC(=O)OCC(CCCC)CC 2-ethylhexyl 3-((6-chloropyridin-3-yl)thio)propanoate